C(CC)\N=C\1/SCC(N1C1=C(C=CC=C1)C)=O 2-([Z]-propylimino)-3-o-tolylthiazolidin-4-one